OC1(CCC(C1)O)C 4-hydroxy-4-methyl-cyclopentanol